C(CCCCCCC\C=C/C\C=C/C\C=C/CC)(=O)OCC(COC(CCCCCCC\C=C/C\C=C/CCCCC)=O)OC(NC1CN(C1)CC(F)F)=O 2-(((1-(2,2-difluoroethyl)azetidin-3-yl)carbamoyl)oxy)-3-(((9Z,12Z)-octadeca-9,12-dienoyl)oxy)propyl (9Z,12Z,15Z)-octadeca-9,12,15-trienoate